C(C=C)N1N=CC=C1C(=O)N[C@@H](C(C1CC1)C1CC1)C(=O)NC1=CC=C(C=C1)C=1C(=NNC1C)C (S)-1-allyl-N-(1,1-dicyclopropyl-3-((4-(3,5-dimethyl-1H-pyrazol-4-yl)phenyl)amino)-3-oxopropan-2-yl)-1H-pyrazole-5-carboxamide